1-(4-{2-[1-(2-[1,2,3]Triazol-2-yl-ethyl)-1H-pyrazol-4-ylamino]-thiazol-4-yl}-phenyl)-imidazolidin-2-one N=1N(N=CC1)CCN1N=CC(=C1)NC=1SC=C(N1)C1=CC=C(C=C1)N1C(NCC1)=O